ClC1=C(C=CC=C1)C1(CCC1)C(=O)O 1-(2-chlorophenyl)cyclobutane-1-carboxylic acid